2-isopropylthianthrene C(C)(C)C1=CC=2SC3=CC=CC=C3SC2C=C1